N-(5,6-Dimethoxy-benzothiazol-2-yl)-2-(4-ethanesulfonyl-phenyl)-2-phenoxy-acetamide COC=1C(=CC2=C(N=C(S2)NC(C(OC2=CC=CC=C2)C2=CC=C(C=C2)S(=O)(=O)CC)=O)C1)OC